Br.BrCC(=O)C=1C=NC=CC1 2-bromo-1-(pyridin-3-yl)ethan-1-one hydrogen bromide